ethyl 3-(6-bromopyridin-2-yl)-4,4,4-trifluorobut-2-enoate BrC1=CC=CC(=N1)C(=CC(=O)OCC)C(F)(F)F